C(C)(C)(C)OC(=O)N1CCC(CC1)OC1=CC=C(C=C1)C=1C=C2C(N(CC2=C(C1)F)C(C(NC=1SC=CN1)=O)C1=C2N(C=N1)CCC2)=O 4-[4-[2-[1-(6,7-dihydro-5H-pyrrolo[1,2-c]imidazol-1-yl)-2-oxo-2-(thiazol-2-ylamino)ethyl]-7-fluoro-3-oxo-isoindolin-5-yl]phenoxy]piperidine-1-carboxylic acid tert-butyl ester